5-[hydroxy(phenoxy)methyl]-2-methoxyphenol OC(C=1C=CC(=C(C1)O)OC)OC1=CC=CC=C1